phosphorus 5-chloro-N1-(2-chloro-9-isopropyl-9H-purin-6-yl)benzene-1,3-diamine ClC=1C=C(C=C(C1)NC1=C2N=CN(C2=NC(=N1)Cl)C(C)C)N.[P]